tetrahydropyrido[2,3-b]pyrazine-7-carboxamide N1C2=C(NCC1)N=CC(=C2)C(=O)N